CC(CC)(C)OCN=[N+]=[N-] 3-methyl-3-azidomethyl-oxybutane